BrC=1C(=CC=2C3=C(C(=NC2C1F)SC)N=NN3[C@@H]3C[C@H](N(CC3)C(=O)OC(C)(C)C)CC#N)I tert-butyl (2S,4S)-4-(7-bromo-6-fluoro-8-iodo-4-(methylthio)-1H-[1,2,3]triazolo[4,5-c]quinolin-1-yl)-2-(cyanomethyl)piperidine-1-carboxylate